C(C(=C)C)(=O)OCCC[Si](C)(C)OCC methacryloxypropyl-ethoxydimethyl-silane